1-(7-(Azetidin-1-yl)-10-(o-tolyl)-5,5-divinyldibenzo[b,e]silin-3(5H)-ylidene)azetidin-1-ium N1(CCC1)C1=CC2=C(C(=C3C([Si]2(C=C)C=C)=CC(C=C3)=[N+]3CCC3)C3=C(C=CC=C3)C)C=C1